FC(C1=CC(=NN1CC(=O)N1CCC(CC1)C1=CC(=NC=C1)C(=O)NC1CCCC2=CC=CC=C12)C(F)(F)F)F 4-[1-[2-[5-(difluoromethyl)-3-(trifluoromethyl)pyrazol-1-yl]acetyl]-4-piperidinyl]-N-tetrahydronaphthalen-1-yl-pyridine-2-carboxamide